COCCN1C(=C(C=C1C)C(CSC=1N(C(C2=C(N1)SC(=C2C)C)=O)C2=CC=CC=C2)=O)C 2-({2-[1-(2-methoxyethyl)-2,5-dimethyl-1H-pyrrol-3-yl]-2-oxoethyl}thio)-5,6-dimethyl-3-phenylthieno[2,3-d]pyrimidin-4(3H)-one